1-phenyl-1-(2-methylphenyl)methanol C1(=CC=CC=C1)C(O)C1=C(C=CC=C1)C